C(C)(C)(C)OC(=O)C=1C=C(C=CC1)C[C@@H](C(=O)O)NC(=O)OCC1C2=CC=CC=C2C=2C=CC=CC12 (2S)-3-[3-(tertiary-butoxycarbonyl)phenyl]-2-{[(9H-fluoren-9-ylmethoxy)carbonyl]amino}propanoic acid